O=C1N(C(C=C1)=O)CC(=O)NC[C@H](C)O 2-(2,5-dioxopyrrol-1-yl)-N-[(2S)-2-hydroxypropyl]acetamide